2-amino-4-(diaminomethyleneamino)butyric acid NC(C(=O)O)CCN=C(N)N